(Z)-6-(2-bromoacetyl)-N'-ethoxy-5-(N-methylsulfamoyl)picolinimidamide BrCC(=O)C1=C(C=CC(=N1)/C(/N)=N/OCC)S(NC)(=O)=O